tert-butyl ((2R,4S,5R)-5-(((S)-1-(benzyloxy)propan-2-yl)oxy)-2-((S)-1-(4-fluorophenyl)-1,2,3,4-tetrahydroisoquinoline-2-carbonyl)tetrahydro-2H-pyran-4-yl)carbamate C(C1=CC=CC=C1)OC[C@H](C)O[C@@H]1[C@H](C[C@@H](OC1)C(=O)N1[C@H](C2=CC=CC=C2CC1)C1=CC=C(C=C1)F)NC(OC(C)(C)C)=O